1,1-Bis(3-trimethoxysilylphenyl)ethylene CO[Si](C=1C=C(C=CC1)C(=C)C1=CC(=CC=C1)[Si](OC)(OC)OC)(OC)OC